O[C@H](C(=O)NC1=CC=C(C=C1)[N+](=O)[O-])C (S)-2-hydroxy-N-(4-nitrophenyl)propionamide